3-cyclopropyl-N6-(pentan-3-yl)-N8-(pyrimidin-2-yl)-[1,2,4]triazolo[4,3-b]pyridazine-6,8-diamine C1(CC1)C1=NN=C2N1N=C(C=C2NC2=NC=CC=N2)NC(CC)CC